FC1=C(C=CC=C1F)CN1C(CCC1=O)CC(=O)N1C(CCCC1)C(=O)OCC ethyl 1-[2-[1-[(2,3-difluorophenyl)methyl]-5-oxopyrrolidin-2-yl]acetyl]piperidin-2-carboxylat